N-(1,2-oxazol-4-yl)-6-oxopyrimidine-4-carboxamide O1N=CC(=C1)NC(=O)C=1N=CNC(C1)=O